N-(5-(3,5-difluorobenzyl)-1H-indazol-3-yl)-4-(4-(3-(1-(2,6-dioxopiperidin-3-yl)-1H-benzo[d]imidazol-4-yl)prop-2-yn-1-yl)piperazin-1-yl)-2-((tetrahydro-2H-pyran-4-yl)amino)benzamide FC=1C=C(CC=2C=C3C(=NNC3=CC2)NC(C2=C(C=C(C=C2)N2CCN(CC2)CC#CC2=CC=CC=3N(C=NC32)C3C(NC(CC3)=O)=O)NC3CCOCC3)=O)C=C(C1)F